[K].C1=CC(=C2C(=CC=C3C4=CC=C(C=5C(=CC=C(C1=C23)C45)C(=O)O)C(=O)O)C(=O)O)C(=O)O perylene-3,4,9,10-tetracarboxylic acid potassium